bis(4-cyclohexylmethyl-2-methyl-phenyl)-2-hydroxyphenylmethane C1(CCCCC1)CC1=CC(=C(C=C1)C(C1=C(C=CC=C1)O)C1=C(C=C(C=C1)CC1CCCCC1)C)C